1-bromo-2-methoxy-5-methyl-3-nitrobenzene BrC1=C(C(=CC(=C1)C)[N+](=O)[O-])OC